NC=1SC2=C(C1C#N)C(=CC=C2F)C2=C(C=C1C=NC(=NC1=C2F)OC[C@@H]2[C@H]1C[C@H]1CN2C)Cl 2-amino-4-[6-chloro-8-fluoro-2-[[(1S,2S,5R)-3-methyl-3-azabicyclo[3.1.0]hexan-2-yl]methoxy]quinazolin-7-yl]-7-fluoro-benzothiophene-3-carbonitrile